NC1=NC2=CC(=CC=C2C=C1Br)/C=C/[C@@H]1[C@H]([C@H]([C@@H](C1)N1CCC2=C1N=CN=C2N)O)O (1S,2R,3R,5R)-3-((E)-2-(2-amino-3-bromoquinolin-7-yl)vinyl)-5-(4-amino-5,6-dihydro-7H-pyrrolo[2,3-d]pyrimidin-7-yl)cyclopentane-1,2-diol